Nickel-copper-tungsten [W].[Cu].[Ni]